NC[C@@H](C(CCNC(OC(C)(C)C)=O)O)NC(OC(C)(C)C)=O di-tert-butyl ((4S)-5-amino-3-hydroxypentane-1,4-diyl)dicarbamate